4-[[2-(4-amino-3,5-dichlorophenyl)-2-hydroxyethyl]amino]cyclohexan-1-ol NC1=C(C=C(C=C1Cl)C(CNC1CCC(CC1)O)O)Cl